N-[[1-[4-[6-(difluoromethyl)imidazo[1,2-b]pyridazin-3-yl]-2-pyridinyl]-4,4-difluoro-3-piperidinyl]methyl]-N-hydroxy-methanesulfonamide FC(C=1C=CC=2N(N1)C(=CN2)C2=CC(=NC=C2)N2CC(C(CC2)(F)F)CN(S(=O)(=O)C)O)F